The molecule is a cholesteryl ester obtained by formal condensation of the carboxy group of (11Z,14Z,17Z)-icosatrienoic acid with the 3-hydroxy group of cholesterol. It derives from an all-cis-icosa-11,14,17-trienoic acid. CC/C=C\\C/C=C\\C/C=C\\CCCCCCCCCC(=O)O[C@H]1CC[C@@]2([C@H]3CC[C@]4([C@H]([C@@H]3CC=C2C1)CC[C@@H]4[C@H](C)CCCC(C)C)C)C